CC1(C(C1C=C(C)C)C(=O)OC1C(=C(C(C1)=O)CC#C)C)C (2-methyl-4-oxo-3-prop-2-ynylcyclopent-2-en-1-yl) 2,2-dimethyl-3-(2-methylprop-1-enyl)cyclopropane-1-carboxylate